CS(=O)(=O)/C=C/[C@@H](C)NC(OCCCC)=O Butyl (R,E)-(4-(methylsulfonyl)but-3-en-2-yl)carbamate